COC=1C=C(C=CC1)C(C(=O)NS(=O)(=O)C1=CC=CC2=CC=CC=C12)N1C=CC2=C(C=CC=C12)NCC(=O)O N-(1-(1-(3-methoxyphenyl)-2-(naphthalene-1-sulfonylamino)-2-oxoethyl)indol-4-yl)glycine